2-(2-aminobenzothiazol-7-yl)benzonitrile NC=1SC2=C(N1)C=CC=C2C2=C(C#N)C=CC=C2